(1-ethyl-4-methyl-1H-benzo[d][1,2,3]triazol-5-yl)methanol C(C)N1N=NC2=C1C=CC(=C2C)CO